2-(3,3-dimethylbutanoylamino)-4-[2-(2,5-dimethylpyrazol-3-yl)oxyethyl-[4-(5,6,7,8-tetrahydro-1,8-naphthyridin-2-yl)butyl]amino]butanoic acid CC(CC(=O)NC(C(=O)O)CCN(CCCCC1=NC=2NCCCC2C=C1)CCOC=1N(N=C(C1)C)C)(C)C